4-[(7S)-2,7-dimethyl-3-(3,4,5-trifluorophenyl)-5,7-dihydro-4H-pyrazolo[3,4-c]pyridin-6-carbonyl]-3H-1,3-benzoxazol-2-one CN1N=C2[C@@H](N(CCC2=C1C1=CC(=C(C(=C1)F)F)F)C(=O)C1=CC=CC2=C1NC(O2)=O)C